CO[Si](C=C(C)C)(OC)OC 1-(trimethoxysilyl)-2-methylpropene